ClC1=NC=C(C(=C1)OC(C)C)C=1C=NN(C1)C1COCC1 2-chloro-4-isopropoxy-5-(1-(tetrahydrofuran-3-yl)-1H-pyrazol-4-yl)pyridine